C(C)C1=C2C(=CC(=CC2=CC=C1F)O)C1=C(C=2N=C(N=C(C2C=N1)N1C[C@@]2(CCO2)CCC1)OC[C@]12CCCN2C[C@@H](C1)F)C 5-Ethyl-6-fluoro-4-(2-(((2R,7aS)-2-fluorotetrahydro-1H-pyrrolizin-7a(5H)-yl)methoxy)-8-methyl-4-((S)-1-oxa-6-azaspiro[3.5]nonan-6-yl)pyrido[4,3-d]pyrimidin-7-yl)naphthalen-2-ol